benzo[b]thiophen-5-yl-(4-methylpiperazin-1-yl)methanone S1C2=C(C=C1)C=C(C=C2)C(=O)N2CCN(CC2)C